O=C1N(CCC(N1)=O)C1=CC=C(C=N1)NC(C=C)=O N-(6-(2,4-dioxotetrahydropyrimidin-1(2H)-yl)pyridin-3-yl)acrylamide